(3S,4S)-1-methyl-4-[1-methyl-5-(trifluoromethyl)pyrazol-4-yl]-2-oxo-pyrrolidine-3-carboxamide CN1C([C@@H]([C@H](C1)C=1C=NN(C1C(F)(F)F)C)C(=O)N)=O